C(C)C=1C=C(C)C(=CC1CC)CC 3,4,6-triethyltoluene